pyrazin-2(1H)-one hydrochloride Cl.N1C(C=NC=C1)=O